(S)-quinuclidin-3-yl (6-(2,4-difluorophenyl)-2,2-dimethyl-2,3-dihydro-1H-inden-1-yl)carbamat FC1=C(C=CC(=C1)F)C1=CC=C2CC(C(C2=C1)NC(O[C@@H]1CN2CCC1CC2)=O)(C)C